(S)-3,5-difluoro-4-(7-methyl-3-(morpholin-2-ylmethyl)imidazo[1,2-a]pyridin-2-yl)phenol FC=1C=C(C=C(C1C=1N=C2N(C=CC(=C2)C)C1C[C@H]1CNCCO1)F)O